C(C(C)C)C1=CC=C(C=C1)C(C(=O)NC=1SC=C(N1)C1=CC=CC=C1)C (4-isobutylphenyl)-N-(4-phenylthiazol-2-yl)propanamide